N(=C=O)CCCCCCCCC(C)C(C(C=C)CCCCCCCC)CCCCCCCCN=C=O 2,3-bis(8-isocyanatooctyl)-4-octyl-5-hexene